COC=1C=C2C(=NC(=NC2=CC1)C(F)(F)F)SCC(=O)C1=CC=C(S1)C1CN(CC1)C(=O)OC(C)(C)C tert-butyl 3-(5-(2-((6-methoxy-2-(trifluoromethyl)quinazolin-4-yl) thio) acetyl) thiophen-2-yl)pyrrolidine-1-carboxylate